C1(=CC=C(C=2C(=CC=CC12)O)O)O Naphthalene-1,4,5-triol